7,9-bis(4-(difluoromethoxy)phenyl)-4-methyl-2-((2,2,2-trifluoroethyl)amino)-8H-pyrido[1,2-a]pyrimidin-8-one FC(OC1=CC=C(C=C1)C=1C(C(=C2N(C(=CC(=N2)NCC(F)(F)F)C)C1)C1=CC=C(C=C1)OC(F)F)=O)F